(2R,3R,4S,5S)-4-(aminomethyl)-4-(4-chloro-2-fluorophenyl)-5-neopentyl-3-phenylpyrrole NC[C@]1(C(=CN=C1CC(C)(C)C)C1=CC=CC=C1)C1=C(C=C(C=C1)Cl)F